2-amino-6-cyclopropyl-1-(5-methyl-1-tetrahydropyran-2-yl-indazol-4-yl)-7-(3-thienylmethyl)pyrrolo[3,2-c]pyridine-3-carboxamide NC1=C(C=2C=NC(=C(C2N1C1=C2C=NN(C2=CC=C1C)C1OCCCC1)CC1=CSC=C1)C1CC1)C(=O)N